COC(=O)C1=CC(=[N+](C=C1)[O-])C 4-(methoxycarbonyl)-2-methylpyridine 1-oxide